ClC=1C(=C2C(=NC1)NC(=N2)C2=CC=C(C=C2)N2CCC(CC2)CCO)NC2CCN(CC2)CC 2-[1-(4-{6-Chloro-7-[(1-ethylpiperidin-4-yl)amino]-3H-imidazo[4,5-b]pyridin-2-yl}phenyl)piperidin-4-yl]ethanol